C(C)(=O)N1CCC(CC1)NC1=NC=C(C(=N1)C=1CN(CC1)C(=O)OC(C)(C)C)Cl tert-butyl 3-(2-((1-acetylpiperidin-4-yl)amino)-5-chloropyrimidin-4-yl)-2,5-dihydro-1H-pyrrole-1-carboxylate